COC1=CC2=C(N(C=N2)C2C(NC(CC2)=O)=O)C=C1 3-(5-methoxybenzimidazol-1-yl)piperidine-2,6-dione